COC(NC1=CC=C2C3=C(NC([C@H](C/C=C/CCC(NC2=C1)=O)NC(=O)C1CCC(CC1)CN)=N3)Cl)=O {(E)-(S)-15-[(4-Aminomethyl-cyclohexanecarbonyl)-amino]-18-chloro-9-oxo-8,17,19-triaza-tricyclo[14.2.1.02,7]nonadeca-1(18),2,4,6,12,16(19)-hexaen-5-yl}-carbamic Acid methyl ester